3-(2-chloro-6-cyano-4-(2-(4-((2-(methylsulfonyl)pyrimidin-4-yl)methoxy)phenyl)propan-2-yl)phenoxy)propyl (2-(2,6-dioxopiperidin-3-yl)-1,3-dioxoisoindolin-5-yl)carbamate O=C1NC(CCC1N1C(C2=CC=C(C=C2C1=O)NC(OCCCOC1=C(C=C(C=C1C#N)C(C)(C)C1=CC=C(C=C1)OCC1=NC(=NC=C1)S(=O)(=O)C)Cl)=O)=O)=O